C(C)(C)(C)OC(CN1CN(C2=CC(=CC=C2C1=O)S(=O)(=O)N1CCC(CC1)C1=CC=C(C=C1)OCCOCCOCCOS(=O)(=O)C1=CC=C(C)C=C1)C(=O)[O-])=O 3-(2-(tert-butoxy)-2-oxoethyl)-4-oxo-7-((4-(4-(2-(2-(2-(tosyloxy)ethoxy)ethoxy)ethoxy)phenyl)piperidin-1-yl)sulfonyl)-3,4-dihydroquinazoline-1(2H)-carboxylate